FC(F)C1=NN(C=C1)C (difluoromethyl)-1-methyl-1H-pyrazole